N1C(C=CC1)C(=O)N 2,5-dihydro-1H-pyrrole-2-carboxamide